CC1C(C(CC(C1)C)C)=O 2,4,6-trimethylcyclohexanone